1-[6-[1-[3-[4-[4-(aminomethyl)-3-methyl-phenyl]pyrrolo[2,1-f][1,2,4]triazin-6-yl]oxypropyl]-3-piperidyl]-1-methyl-indazol-3-yl]hexahydropyrimidine-2,4-dione NCC1=C(C=C(C=C1)C1=NC=NN2C1=CC(=C2)OCCCN2CC(CCC2)C2=CC=C1C(=NN(C1=C2)C)N2C(NC(CC2)=O)=O)C